3-methylglutarate CC(CC(=O)[O-])CC(=O)[O-]